C(C)(C)(C)OC(=O)N1C[C@H](C[C@@H](C1)F)NC1=NC=CC(=N1)C1=C(N=C(S1)C)OC1=C(N=C(C2=CC=CC=C12)Br)C.C(C(=O)[O-])(=O)[O-].[Ba+2] barium oxalate tert-butyl-(3S,5S)-3-[[4-[4-[(1-bromo-3-methyl-4-isoquinolyl)oxy]-2-methyl-thiazol-5-yl]pyrimidin-2-yl]amino]-5-fluoro-piperidine-1-carboxylate